5-(aminooxy)hexanoic acid NOC(CCCC(=O)O)C